FC(C1=C(C=C2CCCN(C2=C1)C1=C2N[C@H](C(NC2=CC=C1)=O)C)C=1C=NN(C1)C)F (S)-5-(7-(difluoromethyl)-6-(1-methyl-1H-pyrazol-4-yl)-3,4-dihydroquinolin-1(2H)-yl)-3-methyl-3,4-dihydroquinoxalin-2(1H)-one